BrC=1C=C(C(=NC1)C1=NC=2N(C=C1)N=C(C2)C(F)(F)F)SCC 5-(5-bromo-3-(ethylthio)pyridin-2-yl)-2-(trifluoromethyl)pyrazolo[1,5-a]pyrimidine